2-((1R,4S)-2-azabicyclo[2.2.1]heptan-2-yl)ethanamine [C@@H]12N(C[C@@H](CC1)C2)CCN